(S)-tert-butyl (1-(6-(methylthio)-1,2,4,5-tetrazin-3-yl)-2-(pyridin-4-yl)ethyl)carbamate CSC1=NN=C(N=N1)[C@H](CC1=CC=NC=C1)NC(OC(C)(C)C)=O